decylsulfonate, tetraethylammonium salt C(C)[N+](CC)(CC)CC.C(CCCCCCCCC)S(=O)(=O)[O-]